3-(4-((tert-butoxycarbonyl)amino)-4-methylpiperidin-1-yl)-5-methylpyrazine-2-carboxylic acid ethyl ester C(C)OC(=O)C1=NC=C(N=C1N1CCC(CC1)(C)NC(=O)OC(C)(C)C)C